FC=1C=C2CC(CC2=CC1)NC1=NC=C(C=N1)C (2-((5-fluoro-2,3-dihydro-1H-inden-2-yl)amino)pyrimid-5-yl)methane